8-methyl-[1,2,4]triazolo[1,5-c]pyrimidin-5-one CC1=C2N(C(N=C1)=O)NC=N2